C(C)OCC1(CCN(CC1)CC1=CC=NN1C)CCC1=CC=CC=C1 4-(ethoxymethyl)-1-((1-methyl-1H-pyrazol-5-yl)methyl)-4-phenethylpiperidine